3-chloro-4-(2,6-dimethylmorpholino)aniline tert-Butyl-(1-(4-((5-chloro-2-Fluorophenyl)amino)pyrido[3,2-d]pyrimidin-6-yl)azetidin-3-yl)carbamate C(C)(C)(C)N(C(O)=O)C1CN(C1)C=1C=CC=2N=CN=C(C2N1)NC1=C(C=CC(=C1)Cl)F.ClC=1C=C(N)C=CC1N1CC(OC(C1)C)C